1-(1-Isobutylpiperidin-4-yl)-6-isopropyl-5-(8-methoxy-[1,2,4]triazolo[1,5-a]pyridin-6-yl)-1,3-dihydro-2H-benzo[d]imidazol-2-on C(C(C)C)N1CCC(CC1)N1C(NC2=C1C=C(C(=C2)C=2C=C(C=1N(C2)N=CN1)OC)C(C)C)=O